N-cyclopropyl-N'-{3-(ethylsulfonyl)-2-[3-methyl-6-(trifluoromethyl)-3H-imidazo[4,5-b]pyridin-2-yl]imidazo[1,2-a]pyridin-7-yl}thiodiamide C1(CC1)[N-]S[N-]C1=CC=2N(C=C1)C(=C(N2)C2=NC=1C(=NC=C(C1)C(F)(F)F)N2C)S(=O)(=O)CC